CC=1C=CC=2N(C1)C(=CN2)C2=NC(=NC=C2)NC=2C=NC(=CC2)N2CCN(CC2)C 4-(6-Methylimidazo[1,2-a]pyridin-3-yl)-N-(6-(4-methylpiperazin-1-yl)pyridin-3-yl)pyrimidin-2-amine